4-(3-formyl-phenyl)quinoline C(=O)C=1C=C(C=CC1)C1=CC=NC2=CC=CC=C12